1-(4-methoxybenzyl)-3-(4-(phenylsulfonyl)phenyl)urea COC1=CC=C(CNC(=O)NC2=CC=C(C=C2)S(=O)(=O)C2=CC=CC=C2)C=C1